p-(bromomethyl)benzonitrile BrCC1=CC=C(C#N)C=C1